C1(CC1)C1=NC(=CC=C1O[C@@H]1C[C@H](CCC1)C(=O)O)C=1N=NN(C1COC(N(C)C1CC1)=O)C (1S,3S)-3-((2-cyclopropyl-6-(5-(((cyclopropyl(methyl)carbamoyl)oxy)methyl)-1-methyl-1H-1,2,3-triazol-4-yl)pyridin-3-yl)oxy)cyclohexane-1-carboxylic acid